ClC=1C=C2C=C(NC2=CC1OCC=1SC(=CN1)Cl)CNC(=O)C1(CC1)C N-({5-chloro-6-[(5-chloro-1,3-thiazol-2-yl)methoxy]-2-indolyl}methyl)1-methylcyclopropanecarboxamide